BrC1=CC=C(C=C1)[C@H](C(=O)O)CO (2S)-2-(4-bromophenyl)-3-hydroxypropionic acid